I(=O)([O-])([O-])([O-])([O-])[O-] ortho-periodate